2-chloro-N-ethyl-N-Phenylquinazolin-4-amine ClC1=NC2=CC=CC=C2C(=N1)N(C1=CC=CC=C1)CC